C1(=CC(=C(C(=C1)C)C1(SC2=C(N1)C=CC=C2)NCC(C)(C)C)C)C 2-4-mesityl-N-neopentylbenzo[d]thiazol-2-amine